ClC1=CC=C(COC2=NN=C(S2)NC(C2=CN=C(C=C2C2=C(C=CC=C2)OC)CO)=O)C=C1 N-(5-((4-chlorobenzyl)oxy)-1,3,4-thiadiazol-2-yl)-6-(hydroxymethyl)-4-(2-methoxyphenyl)nicotinamide